O1C=CC2=C1C=C(C=C2)CN(C(=O)[C@H]2[C@H]1C[C@H]1CN2S(=O)(=O)C2=CC=C(C)C=C2)C2CCC(CC2)(C)C (1S,2R,5R)-N-(benzofuran-6-ylmethyl)-N-(4,4-dimethylcyclohexyl)-3-tosyl-3-azabicyclo[3.1.0]hexane-2-carboxamide